(E)-1-(4-((4-((2-fluoro-4-((1-(5-fluoro-6-methylpyridin-3-yl)-1H-pyrazol-3-yl)oxy)phenyl)amino)-7-methoxyquinazolin-6-yl)amino)piperidin-1-yl)-4-methoxybut-2-en-1-one FC1=C(C=CC(=C1)OC1=NN(C=C1)C=1C=NC(=C(C1)F)C)NC1=NC=NC2=CC(=C(C=C12)NC1CCN(CC1)C(\C=C\COC)=O)OC